Cl.CC1=CC(=NC(=C1)CCCNC)N 4-Methyl-6-(3-(methylamino)propyl)pyridin-2-amine hydrochloride